3,5-di-tert-butyl-4-hydroxybenzyl-thioglycolic acid isooctyl ester C(CCCCC(C)C)OC(C(S)CC1=CC(=C(C(=C1)C(C)(C)C)O)C(C)(C)C)=O